FC1=CC=C2C(C(=CNC2=C1)S(=O)(=O)N1CCC2(C[C@H](CO2)NC[C@@H](COC=2C=C(C=CC2)S(=O)(=O)N)O)CC1)=O 3-((S)-3-((R)-8-(7-fluoro-4-oxo-1,4-dihydroquinolin-3-ylsulfonyl)-1-oxa-8-azaspiro[4.5]dec-3-ylamino)-2-hydroxypropoxy)benzenesulfonamide